methyl 2-[9-[3-(tert-butoxycarbonylamino)cyclobutyl]-1,9-diazatricyclo[6.3.1.04,12]dodeca-2,4(12),5,7-tetraen-2-yl]-7-methoxy-1-methyl-benzimidazole-5-carboxylate C(C)(C)(C)OC(=O)NC1CC(C1)N1C2=CC=CC=3C=C(N(CC1)C32)C3=NC2=C(N3C)C(=CC(=C2)C(=O)OC)OC